4-(6-chloro-1-(methylsulfonyl)-1H-pyrrolo[3,2-c]pyridin-4-yl)-3-methylmorpholine ClC1=CC2=C(C(=N1)N1C(COCC1)C)C=CN2S(=O)(=O)C